BrC1=CC=C(C=C1)C1=C(C(=C2C3=CC=CC4=CC=CC(C2=C1C1=CC=CC=C1)=C43)C4=CC=CC=C4)C#N 9-(4-bromophenyl)-7,10-diphenylfluoranthene-8-carbonitrile